CO[Si](CCCN(CC)CC)(C)OC 3-(dimethoxy(methyl)silyl)-N,N-diethylpropane-1-amine